6-(3-(4-chlorobenzyl)ureido)-N-methyl-N-(pyridin-3-yl)hexanamide ClC1=CC=C(CNC(NCCCCCC(=O)N(C=2C=NC=CC2)C)=O)C=C1